2-(5,6-difluoro-1H-indol-1-yl)-N,N-dimethylethan-1-amine fumarate salt C(\C=C\C(=O)O)(=O)O.FC=1C=C2C=CN(C2=CC1F)CCN(C)C